FC1(CCN(CC1)C1C[C@@H](N(CC1)[C@@H](C)C1=CC=CC=C1)C)F (S)-4,4-difluoro-2'-methyl-1'-((S)-1-phenylethyl)-1,4'-bipiperidine